(R)-8-(6-(1-(2-(4,4-dimethylpiperidin-1-yl)ethoxy)ethyl)pyridin-3-yl)-7-fluoro-1-isopropyl-3-methyl-1H-imidazo[4,5-c]cinnolin-2(3H)-one CC1(CCN(CC1)CCO[C@H](C)C1=CC=C(C=N1)C1=CC=2C3=C(N=NC2C=C1F)N(C(N3C(C)C)=O)C)C